ClC1=C(C=[N+](C=C1)[O-])C1=CC=C(C=C1)NC([C@@H](NC(=O)C1=CC=NN1C)C1CCCCC1)=O (S)-4-chloro-3-(4-(2-cyclohexyl-2-(1-methyl-1H-pyrazole-5-carboxamido)acetamido)phenyl)pyridine 1-oxide